C(#C)C=1C=CC=C2C=CC=C(C12)C1=C(C=2N=C(N=C(C2C=N1)N(C1CN(C1)C(=O)OC(C)(C)C)C)OC[C@]12CCCN2C[C@@H](C1)F)F tert-butyl 3-((7-(8-ethynylnaphthalen-1-yl)-8-fluoro-2-(((2R,7aS)-2-fluorotetrahydro-1H-pyrrolizin-7a(5H)-yl)methoxy)pyrido[4,3-d]pyrimidin-4-yl)(methyl)amino)azetidine-1-carboxylate